C(O)CN.P(=O)(OCC1=CC(=C(C(=C1)C(C)(C)C)O)C(C)(C)C)(O)O 3,5-di-t-butyl-4-hydroxybenzyl phosphate monoethanolamine salt